N1=CC(=CC=C1)N[C@@H](C)C(=O)O pyrid-3-ylalanine